CC1=C(NC2=CC=C(C=C12)C#N)C=1C=NC=CC1 3-methyl-2-(pyridin-3-yl)-1H-indol-5-carbonitrile